CN(C1=CC(=CC=C1)N1C2=NC(=NC(=C2N=C1)NN=CC1=CC(=CC=C1)C)N1CCOCC1)C N,N-dimethyl-3-(6-(2-(3-methylbenzylidene)hydrazinyl)-2-morpholino-9H-purin-9-yl)aniline